FC=1C=2N(C=CC1)N=C(C2)[C@@H]2N(CCC1=C2N=CN1)C(=O)C=1OC(=NN1)C1=NC=NC=C1 (R)-(4-(4-fluoropyrazolo[1,5-a]pyridin-2-yl)-6,7-dihydro-1H-imidazo[4,5-c]pyridin-5(4H)-yl)(5-(pyrimidin-4-yl)-1,3,4-oxadiazol-2-yl)methanone